NC=1NC(C=2N(C(N(C2N1)[C@@H]1O[C@@H]([C@H]([C@H]1O)F)CO)=O)CC1=CC=C(C(=O)O)C=C1)=O 4-((2-amino-9-((2R,3S,4S,5R)-4-fluoro-3-hydroxy-5-(hydroxymethyl)tetrahydrofuran-2-yl)-6,8-dioxo-1,6,8,9-tetrahydro-7H-purin-7-yl)methyl)benzoic acid